6'-(ethane-1,2-diylbis(5-carbamoyl-1H-benzo[d]imidazole-1,2-diyl))bis(3-chlorobenzoic acid) C(CN1C(=NC2=C1C=CC(=C2)C(N)=O)C2=C(C(=O)O)C=CC=C2Cl)N2C(=NC1=C2C=CC(=C1)C(N)=O)C1=C(C(=O)O)C=CC=C1Cl